CC(C(=O)O)(C=1SC(=C(C1C)C)C)C pentamethyl-thiofuranacetic acid